C(=C)S(=O)(=O)N1[C@@H](CCC1)COC=1C=NC=CC1C1=C(C2=NC=CC=C2N1)C1=CC(=C(C=C1)F)OC(F)(F)F 2-(3-{[(2S)-1-(ethenesulfonyl)pyrrolidin-2-yl]methoxy}pyridin-4-yl)-3-[4-fluoro-3-(trifluoromethoxy)phenyl]-1H-pyrrolo[3,2-b]pyridine